ClC1=CC=C(C=C1)NC(=O)N[C@@H]1C(NC[C@H]1C1=C(C=C(C=C1F)OC)F)=O |o1:11,15| (-)-1-(4-chlorophenyl)-3-[(3S*,4R*)-4-(2,6-difluoro-4-methoxyphenyl)-2-oxopyrrolidin-3-yl]urea